N-(4-cyano-2-fluorophenyl)-5-(2,4,6-trifluorophenyl)-1H-pyrrole-3-sulfonamide C(#N)C1=CC(=C(C=C1)NS(=O)(=O)C1=CNC(=C1)C1=C(C=C(C=C1F)F)F)F